C(C)SC1=NN2C(N=CC=C2)=C1C(=O)NC1=CC(=NC=C1NC)C(F)(F)F 2-(ethylthio)-N-(5-(methylamino)-2-(trifluoromethyl)pyridin-4-yl)pyrazolo[1,5-a]pyrimidine-3-carboxamide